6-cyclopropyl-6'-hydroxy-4'-methyl-2-oxo-2H-[1,3'-bipyridine]-3-carboxylic acid C1(CC1)C1=CC=C(C(N1C=1C=NC(=CC1C)O)=O)C(=O)O